hydroxy-3-(3-tert-butylphenyl)-2-phenylpropionate OC(C(=O)[O-])(CC1=CC(=CC=C1)C(C)(C)C)C1=CC=CC=C1